BrC1=CC(=C(C=C1)NCCC(=O)OC)C Methyl 3-((4-bromo-2-methylphenyl)amino)propanoate